7-((S)-1-((2S,4r)-2-(aminomethyl)-6-oxo-5-oxa-7-azaspiro[3.4]oct-7-yl)ethyl)-3-(3-fluoro-4-(methylsulfinylamino)phenyl)-1H-indole-2-carboxylic acid NCC1CC2(C1)OC(N(C2)[C@@H](C)C=2C=CC=C1C(=C(NC21)C(=O)O)C2=CC(=C(C=C2)NS(=O)C)F)=O